C(C)(C)(C)OC(=O)N([C@@H](C(=O)O)CCC1=CC=CC=C1)C (R)-2-((tert-butoxycarbonyl)(methyl)amino)-4-phenylbutyric acid